2-(4-{2-[(4-{[6-(5-chloro-2-fluorophenyl)pyridazin-4-yl]-amino}quinolin-7-yl)oxy]-ethyl}piperazin-1-yl)ethan-1-ol ClC=1C=CC(=C(C1)C1=CC(=CN=N1)NC1=CC=NC2=CC(=CC=C12)OCCN1CCN(CC1)CCO)F